FC(C=1C=C(/C=C/C2=CC3=C(B(OC3)O)C=C2)C=CC1)(F)F (E)-5-(3-(trifluoromethyl)styryl)benzo[c][1,2]oxaborol-1(3H)-ol